C(#N)C1=CC(=C(OCC2=CC=CC(=N2)OC2=CC(=C(C=C2)CC2=NC3=C(N2CC2=CN=CN2CC)C=C(C=C3)C(=O)O)F)C=C1)F 2-{[4-({6-[(4-cyano-2-fluorophenoxy)methyl]pyridin-2-yl}oxy)-2-fluorophenyl]methyl}-1-[(1-ethyl-1H-imidazol-5-yl)methyl]-1H-1,3-benzodiazole-6-carboxylic acid